2'-(benzo[c][1,2,5]thiadiazole-4,7-diylbis(4,1-phenylene))diacetonitrile N=1SN=C2C1C(=CC=C2C2=CC=C(C=C2)CC#N)C2=CC=C(C=C2)CC#N